(4-bromophenyl)-2-methyl-5-(1-methyl-1H-indol-3-yl)oxazole BrC1=CC=C(C=C1)C=1N=C(OC1C1=CN(C2=CC=CC=C12)C)C